C(C)(C)(C)OC(N[C@H]1CS(C2=C(N(C1=O)CC1=CC=C(C=C1)Cl)C=C(C(=C2)F)C=2N=NNN2)(=O)=O)=O N-[(3R)-5-(4-chlorobenzyl)-8-fluoro-1,1,4-triketo-7-(2H-tetrazol-5-yl)-2,3-dihydro-1λ6,5-benzothiazepin-3-yl]carbamic acid tert-butyl ester